2-cyclopropyl-N-(5-{2-[4-(trifluoromethyl)phenoxy]ethyl}-1H-indol-3-yl)ethane-1-sulfonamide C1(CC1)CCS(=O)(=O)NC1=CNC2=CC=C(C=C12)CCOC1=CC=C(C=C1)C(F)(F)F